C1(CC1)C=1SC(=CN1)C=1C=C(C=CC1)N(C(=O)[C@@H]1CC[C@H](CC1)C(=O)O)C[C@@H]1CC[C@H](CC1)C=1C=C2C(=NN(C2=CC1)C)F trans-4-((3-(2-Cyclopropylthiazol-5-yl)phenyl)((trans-4-(3-fluoro-1-methyl-1H-indazol-5-yl)cyclohexyl)methyl)carbamoyl)cyclohexanecarboxylic acid